(Z)-N-(4-methoxyphenyl)-N-styrylmethanesulfonamide COC1=CC=C(C=C1)N(S(=O)(=O)C)\C=C/C1=CC=CC=C1